(R)-methyl 5-((1-(4-((3,5-difluoro-4-(trifluoromethoxy)benzyl)amino)butoxy)propan-2-yl)amino)benzo[c][2,6]naphthyridine-8-carboxylate FC=1C=C(CNCCCCOC[C@@H](C)NC2=NC3=C(C4=CN=CC=C24)C=CC(=C3)C(=O)OC)C=C(C1OC(F)(F)F)F